ClC1=CC(=C(COC2=NC=3CNCCC3C=C2C(F)(F)F)C(=C1)F)F 2-((4-chloro-2,6-difluorobenzyl)oxy)-3-(trifluoromethyl)-5,6,7,8-tetrahydro-1,7-naphthyridine